BrCCCNC(OC(C)(C)C)=O tert-butyl N-(3-bromopropyl)carbamate